4-(azetidin-3-yloxy)-2-chloro-N,N-dimethylbenzamide hydrochloride Cl.N1CC(C1)OC1=CC(=C(C(=O)N(C)C)C=C1)Cl